tert-Butyl 4-[5-[(4-chlorophenyl)methyl]-6,8-dioxo-pyrimido[5,4-c]pyridazin-3-yl]piperazine-1-carboxylate ClC1=CC=C(C=C1)CN1C(NC(C=2N=NC(=CC21)N2CCN(CC2)C(=O)OC(C)(C)C)=O)=O